O=CCCNC([O-])=O 3-oxopropylcarbamate